(1R,3r,5S)-1,5-diethyl-8-azabicyclo[3.2.1]octan C(C)[C@@]12CCC[C@@](CC1)(N2)CC